CC=1N=C2N(N=C(C=C2C)C=2C=C(C=3N(C2)C=C(N3)N)F)C1 6-(2,8-dimethylimidazo[1,2-b]pyridazin-6-yl)-8-fluoro-imidazo[1,2-a]pyridin-2-amine